O1[C@H](CC1)CN1C=NC2=C1C=C(C=C2)C(=O)O 1-{[(2R)-oxetan-2-yl]methyl}-1H-1,3-benzodiazole-6-carboxylic acid